C(C)C1=C(C=CC=C1)C1=CC(=C(C=C1)C1CN(CC1)C(=O)C1=NC=C(C=C1)F)CO (3-(2'-ethyl-3-(hydroxymethyl)biphenyl-4-yl)pyrrolidin-1-yl)(5-fluoropyridin-2-yl)methanone